BrC=1C=CC(=NC1C(=O)OC(C)(C)C)N1CCC=2C=CN=C(C2C1)C(=O)O 7-(5-bromo-6-tert-butoxycarbonyl-2-pyridyl)-6,8-dihydro-5H-2,7-naphthyridine-1-carboxylic acid